tert-Butyl N-[(3-methyloxetan-3-yl)methylcarbamothioyl]carbamate CC1(COC1)CNC(=S)NC(OC(C)(C)C)=O